C[Si](C1C(=CC2=CC=CC=C12)C)(C1C(=CC2=CC=CC=C12)C)C dimethylbis(2-methylinden-1-yl)silane